C(#N)[C@H]1N(CC(C1)(F)F)C(CNC(=O)C1=C(C=NC=C1)NC1CCN(CC1)C(=O)OC(C)(C)C)=O tert-butyl (S)-4-((4-((2-(2-cyano-4,4-difluoropyrrolidin-1-yl)-2-oxoethyl)carbamoyl)pyridin-3-yl)amino)piperidine-1-carboxylate